NCCNCCC[Si](OC)(OC)OC 3-[N-(2-aminoethyl)amino]propyl-trimethoxysilane